Methyl ((S)-1-((1R,2S,5S)-2-(((S)-1-(cyclopropylamino)-6,6-difluoro-1,2-dioxoheptan-3-yl)carbamoyl)-6,6-dimethyl-3-azabicyclo[3.1.0]hexan-3-yl)-3,3-dimethyl-1-oxobutan-2-yl)carbamate C1(CC1)NC(C([C@H](CCC(C)(F)F)NC(=O)[C@@H]1[C@H]2C([C@H]2CN1C([C@H](C(C)(C)C)NC(OC)=O)=O)(C)C)=O)=O